C(C)(C)(C)C=1C=C(CC2=C(C(=C(C(=C2C)CC2=CC(=C(C(=C2)C(C)(C)C)O)C(C)(C)C)C)CC2=CC(=C(C(=C2)C(C)(C)C)O)C(C)(C)C)C)C=C(C1O)C(C)(C)C 1,3,5-tri(3,5-di-tert-butyl-4-hydroxybenzyl)trimethylbenzene